(2-(5-fluoro-2-isopropylphenyl)-4-(4-methoxybenzyl)piperazin-1-yl)-7-azaspiro[3.5]nonane FC=1C=CC(=C(C1)C1N(CCN(C1)CC1=CC=C(C=C1)OC)C1CCC12CCNCC2)C(C)C